6-methylpyridine hydrochloride Cl.CC1=CC=CC=N1